N1N=CC(=C1)N1CCN(CC1)C(=O)OC(C)(C)C tert-butyl 4-(1H-pyrazol-4-yl)piperazine-1-carboxylate